2,4-dichloro-6-(4-(4-methoxyphenoxy)piperidin-1-yl)-5-methylpyrimidine ClC1=NC(=C(C(=N1)Cl)C)N1CCC(CC1)OC1=CC=C(C=C1)OC